N1(CCNCC1)C1=NC(=NC(=N1)N1CCNCC1)N1CCNCC1 2,4,6-tri(piperazin-1-yl)-1,3,5-triazine